2-((2-((4-(methoxycarbamoyl)-2,3-dihydrobenzofuran-7-yl)amino)-5-(trifluoromethyl)pyrimidin-4-yl)amino)phenyl-diphosphonic acid dimethyl ester COP(=O)(OP(=O)OC)C1=C(C=CC=C1)NC1=NC(=NC=C1C(F)(F)F)NC1=CC=C(C=2CCOC21)C(NOC)=O